COC(C1=C(C=C(C=C1)C=O)Cl)=O 4-formylchlorobenzoic acid methyl ester